4-(4-methoxyphenyl)-1,2,3-oxathiazolidine-3-carboxylate 2,2-dioxide COC1=CC=C(C=C1)C1N(S(OC1)(=O)=O)C(=O)[O-]